N-{6-[(3-chlorophenyl)methyl]pyridazin-3-yl}carbamic acid tert-butyl ester C(C)(C)(C)OC(NC=1N=NC(=CC1)CC1=CC(=CC=C1)Cl)=O